C(C1=CC=CC=C1)N1CC2(CCC(C1)C2)C(=O)[O-] 3-benzyl-3-azabicyclo[3.2.1]octane-1-carboxylate